C(#N)C=1C(=NC=CN1)N[C@H](C(=O)O)CCN(CCCCC1=NC=2NCCCC2C=C1)CCOC=1C=NC(=CC1)C (S)-2-((3-cyanopyrazin-2-yl)amino)-4-((2-((6-methylpyridin-3-yl)oxy)ethyl)(4-(5,6,7,8-tetrahydro-1,8-naphthyridin-2-yl)butyl)amino)butanoic acid